4-chloro-2-chloromethyl-3,5-dimethylpyridine ClC1=C(C(=NC=C1C)CCl)C